2-(benzhydrylideneamino)-2-(fluoromethyl)-3-(4-methoxy-3-methyl-phenyl)propanenitrile C(C1=CC=CC=C1)(C1=CC=CC=C1)=NC(C#N)(CC1=CC(=C(C=C1)OC)C)CF